COCC1=NNC=N1 3-(methoxymethyl)-[1,2,4]triazole